CNC(=S)NNC(C1=CN=CC=C1C1=CC(=CC=C1)N1C(C2=CC=CC(=C2C1)C(F)(F)F)=O)=O N-Methyl-2-(4-(3-(1-oxo-4-(trifluoromethyl)isoindolin-2-yl)phenyl)nicotinoyl)hydrazine-1-carbothioamide